C(C)N1C(C2=C(C=C1)N(C=C2NC(OC(C)(C)C)=O)CCOC)=O Tert-butyl (5-ethyl-1-(2-methoxyethyl)-4-oxo-4,5-dihydro-1H-pyrrolo[3,2-c]pyridin-3-yl)carbamate